tert-butyl (R)-3-(((R)-1-(4-(trifluoromethyl)phenyl)ethyl)carbamoyl)morpholine-4-carboxylate FC(C1=CC=C(C=C1)[C@@H](C)NC(=O)[C@@H]1N(CCOC1)C(=O)OC(C)(C)C)(F)F